FC=1C=C(C=CC1F)[C@H]1[C@@H](CN(C1)CCOC)NC(=O)NC1=C(C(=NN1C1=CC(=CC=C1)F)C=1C=NN(C1)C)C 1-((3s,4r)-4-(3,4-difluorophenyl)-1-(2-methoxyethyl)pyrrolidin-3-yl)-3-(1-(3-fluorophenyl)-1',4-dimethyl-1h,1'h-[3,4'-bipyrazolyl]-5-yl)urea